CN(C)CCC=C1C2=CC=CC=C2C(C=2C=CC=CC12)(C)C N,N-dimethyl-3-(10,10-dimethyl-9,10-dihydro-9-anthracenylidene)-1-propylamine